C(C)(=O)NC1=CC=C(C=C1)CC(=O)ON1C(CCC1=O)=O 2,5-dioxopyrrolidin-1-yl 2-(4-acetamidophenyl)acetate